COC(=O)C=1CCNCC1 methyl-1,2,3,6-tetrahydropyridine-4-carboxylate